2-[2,5-dimethyl-3-(methylcarbamoyl)-1H-pyrrol-1-yl]acetic acid CC=1N(C(=CC1C(NC)=O)C)CC(=O)O